5-(3-(3-(aminomethyl)pent-1-yn-1-yl)-2-fluoro-6-hydroxyphenyl)-1,2,5-thiadiazolidin-3-one 1,1-dioxide NCC(C#CC=1C(=C(C(=CC1)O)N1CC(NS1(=O)=O)=O)F)CC